ClC=1C=CC=C2C=C(NC12)C(=O)N(C1COCC1)C 7-chloro-N-methyl-N-(oxolan-3-yl)-1H-indole-2-carboxamide